2-(2'-hydroxy-3',5'-di-t-amylphenyl)benzotriazole tert-Butyl-3-{[2-(2H-1,3-benzodioxol-5-yl)-1-methyl-ethyl]-N-methylcarbamoyl}propionate C(C)(C)(C)OC(CCC(N(C)C(CC1=CC2=C(OCO2)C=C1)C)=O)=O.OC1=C(C=C(C=C1C(C)(C)CC)C(C)(C)CC)N1N=C2C(=N1)C=CC=C2